bis-mesylate monohydrate O.S(C)(=O)(=O)O.S(C)(=O)(=O)O